7-(4-(tertbutoxycarbonyl)-4,7-diazaspiro[2.5]octan-7-yl)-2-(2,8-dimethylimidazo[1,2-b]pyridazin-6-yl)-4-oxo-4H-pyrido[1,2-a]pyrimidine-3-carboxylic acid C(C)(C)(C)OC(=O)N1C2(CC2)CN(CC1)C=1C=CC=2N(C(C(=C(N2)C=2C=C(C=3N(N2)C=C(N3)C)C)C(=O)O)=O)C1